ClC=1C=C(C=CC1OCC1=NC=CC=C1)NC1=NC=NC2=CC=C(C(=C12)OCCCOC)NC(\C=C\[C@@H]1N(CCC1)C)=O (R,E)-N-(4-((3-Chloro-4-(pyridin-2-ylmethoxy)phenyl)amino)-5-(3-methoxypropoxy)quinazolin-6-yl)-3-(1-methylpyrrolidin-2-yl)acrylamide